CC(CC(CC)=O)C 5-methyl-3-hexanone